7-(4-cyclopropyl-1H-imidazole-1-yl)phthalazin C1(CC1)C=1N=CN(C1)C1=CC=C2C=NN=CC2=C1